FC1=CC=C(C=C1)N1N=CC2=CC(=CC=C12)N1[C@H]([C@@H](C(C1=O)(C)C)NC(=O)C1=C(N=CO1)C)C1=CC=CC=C1 N-((2s,3r)-1-(1-(4-fluorophenyl)-1H-indazol-5-yl)-4,4-dimethyl-5-oxo-2-phenylpyrrolidin-3-yl)-4-methyl-oxazole-5-carboxamide